tert-Butyl 4-[4-(benzylsulfonylcarbamoyl)phenyl]piperazine-1-carboxylate C(C1=CC=CC=C1)S(=O)(=O)NC(=O)C1=CC=C(C=C1)N1CCN(CC1)C(=O)OC(C)(C)C